FC(C(F)(F)F)(C(C(F)(F)F)(F)F)O perfluoroethyl-ethyl alcohol